COC=1C=C(C=CC1COC1=NC(=CC=C1)C1CCNCC1)C(C)=O 1-(3-methoxy-4-(((6-(piperidin-4-yl)pyridine-2-yl)oxy)methyl)phenyl)ethan-1-one